Methyl N-((4-bromophenoxy)(4-nitro phenoxy)phosphoryl)-N-methyl-L-alaninate BrC1=CC=C(OP(=O)(OC2=CC=C(C=C2)[N+](=O)[O-])N([C@@H](C)C(=O)OC)C)C=C1